C(C)(C)(C)OC(=O)N[C@@H](C(=O)N1[C@@H](COCC1)C(=O)OC)CC1=CC=C(C=C1)Cl methyl (S)-4-((R)-2-((tert-butoxycarbonyl)amino)-3-(4-chlorophenyl)propanoyl)morpholine-3-carboxylate